(3S,5S)-5-(3-methoxy-2-methyl-phenyl)pyrrolidin-3-ol hydrochloride Cl.COC=1C(=C(C=CC1)[C@@H]1C[C@@H](CN1)O)C